NC=1N=C(SC1C(C1=CC=C(C=C1)OC(F)F)=O)N(C1=CC(=C(C=C1)OC(F)F)Cl)C(C(=O)N)C [N-[4-Amino-5-[4-(difluoromethoxy)benzoyl]thiazol-2-yl]-3-chloro-4-(difluoromethoxy)anilino]propanamid